9,9',9''-(6-(9H-carbazol-9-yl)-[4,4'-bipyridine]-2,3,5-triyl)tris(3,6-dimethyl-9H-carbazole) C1=CC=CC=2C3=CC=CC=C3N(C12)C1=C(C(=C(C(=N1)N1C2=CC=C(C=C2C=2C=C(C=CC12)C)C)N1C2=CC=C(C=C2C=2C=C(C=CC12)C)C)C1=CC=NC=C1)N1C2=CC=C(C=C2C=2C=C(C=CC12)C)C